Tert-butyl-5,5-difluoro-2-(1-(5-fluoro-6-(indolin-4-yl)pyridin-3-yl)ethyl)-2,7-diazaspiro[3.5]nonane C(C)(C)(C)C1N(CC12C(CNCC2)(F)F)C(C)C=2C=NC(=C(C2)F)C2=C1CCNC1=CC=C2